(-)-6-(difluoromethyl-d)-8-((1R,2S)-2-methylcyclopentyl)-2-((1-(methylsulfonyl)piperidin-4-yl-3,3,4,5,5-d5)-amino)pyrido[2,3-d]pyrimidin-7(8H)-one FC(C1=CC2=C(N=C(N=C2)NC2(C(CN(CC2([2H])[2H])S(=O)(=O)C)([2H])[2H])[2H])N(C1=O)[C@H]1[C@H](CCC1)C)([2H])F